C(C)OC[C@@]1(CN(CC1)C1(CC1)C=1C(=CC(=NC1)C)C)CCC1=NC=C(C=C1)F (S)-5-(1-(3-(ethoxymethyl)-3-(2-(5-fluoropyridin-2-yl)ethyl)pyrrolidin-1-yl)cyclopropyl)-2,4-dimethylpyridine